C1=CC=C2C(=C1)C(C(=C2Br)Br)Br tribromoindene